P(Cl)(Cl)Cl Phosphorous, Chloride